C(C)(OCl)([O-])[O-] chloro orthoacetate